ClC1=NC=CC(=N1)N1C=C(C=C1)C(=O)NCC#N 1-(2-chloropyrimidin-4-yl)-N-(cyanomethyl)-1H-pyrrole-3-carboxamide